N-tert-butyl-3-nitro-5-(2-prop-2-yl-pyrazol-3-yl)-benzamide C(C)(C)(C)NC(C1=CC(=CC(=C1)C=1N(N=CC1)C(C)C)[N+](=O)[O-])=O